2-bromo-1-fluoro-5-methyl-3-nitrobenzene BrC1=C(C=C(C=C1[N+](=O)[O-])C)F